CC1(OB(OC1(C)C)C=1CCN(CC1)C(=O)OCC1=CC=CC=C1)C benzyl 4-(4,4,5,5-tetramethyl-1,3,2-dioxaborolan-2-yl)-3,6-dihydro-2H-pyridine-1-carboxylate